(R)-4-(4-((1-(3-(difluoromethyl)-2-fluorophenyl)ethyl)amino)-7-methoxyquinolin-6-yl)-3,6-dihydropyridine-1(2H)-carboxylate FC(C=1C(=C(C=CC1)[C@@H](C)NC1=CC=NC2=CC(=C(C=C12)C=1CCN(CC1)C(=O)[O-])OC)F)F